C(#N)C(C)(C)C1=CC(=C(C=C1)N(C(OC(C)(C)C)=O)CC#C)OC tert-butyl (4-(2-cyanopropan-2-yl)-2-methoxyphenyl)(prop-2-yn-1-yl)carbamate